FC1=CC=C(C=C1)C1=CCN(CC1)CC1=CC2=C(OC(C(N2)=O)C)C=C1 6-((4-(4-fluorophenyl)-5,6-dihydropyridin-1(2H)-yl)methyl)-2-methyl-2H-benzo[b][1,4]oxazin-3(4H)-one